N-ethylmorpholine-N-oxide C(C)[N+]1(CCOCC1)[O-]